5-iododeoxycytidine IC=1C(=NC(N([C@H]2C[C@H](O)[C@@H](CO)O2)C1)=O)N